2-(3-chlorophenyl)-2-{[4-({[ethyl(methyl)carbamoyl]amino}methyl)-1H-1,3-benzodiazol-2-yl]amino}propyl 2,2-dimethylpropanoate CC(C(=O)OCC(C)(NC1=NC2=C(N1)C=CC=C2CNC(N(C)CC)=O)C2=CC(=CC=C2)Cl)(C)C